OC=1C=NC=C(CN[C@@H](CCC(=O)O)C(=O)O)C1 N-(5-hydroxynicotinyl)-L-glutamic acid